C(CCCCCCCCCCC\C=C\C=C)=O (13E)-13,15-hexadecadienal